C(C)NC=1C=C(C(=O)O)C=CC1C1CC2(COC2)CCN1CC1=C2C=CNC2=C(C=C1OC)C 3-(Ethylamino)-4-{7-[(5-methoxy-7-methyl-1H-indol-4-yl)methyl]-2-oxa-7-azaspiro[3.5]nonan-6-yl}benzoic acid